2-(methoxymethyl)-2'-methyl-spiro[4,5-dihydrothieno[2,3-C]pyran-7,4'-piperidine]-1'-carboxylic acid tert-butyl ester C(C)(C)(C)OC(=O)N1C(CC2(CC1)OCCC1=C2SC(=C1)COC)C